BrC(C(=O)OC(C(Br)([2H])[2H])=O)([2H])[2H] 2-bromo-2,2-dideuteroacetic anhydride